(2-(piperazin-1-ylmethyl)-5-(trifluoromethyl)phenyl)-L-alanine hydrochloride Cl.N1(CCNCC1)CC1=C(C=C(C=C1)C(F)(F)F)N[C@@H](C)C(=O)O